N-((R)-2-((1S,4S)-2,5-diazabicyclo[2.2.1]heptan-2-yl)-1-(3,4-dichlorophenyl)ethyl)-4-(trifluoromethoxy)benzenesulfonamide [C@@H]12N(C[C@@H](NC1)C2)C[C@@H](C2=CC(=C(C=C2)Cl)Cl)NS(=O)(=O)C2=CC=C(C=C2)OC(F)(F)F